2-amino-3-(3-hydroxy-2,6-dimethylphenyl)-5-(2-methylpyridin-4-yl)benzamide NC1=C(C(=O)N)C=C(C=C1C1=C(C(=CC=C1C)O)C)C1=CC(=NC=C1)C